NC=1SC2=C(N1)C(=CC=C2F)C2=C(C=C1C(=NC(=NC1=C2F)OCC2NC(OC2)=O)N2CC1CCC(C2)N1)C(F)(F)F 4-(((7-(2-amino-7-fluorobenzo[d]thiazol-4-yl)-4-(3,8-diazabicyclo[3.2.1]octan-3-yl)-8-fluoro-6-(trifluoromethyl)quinazolin-2-yl)oxy)methyl)oxazolidin-2-one